Acryl-phosphate C(=O)(C=C)OP(=O)([O-])[O-]